(1R,3R,4R)-5,5-difluoro-2-(4-methoxy-1H-indole-2-carbonyl)-N-((R,E)-1-(2-oxodihydrofuran-3(2H)-ylidene)-3-((R)-2-oxopyrrolidin-3-yl)propan-2-yl)-2-azabicyclo[2.2.2]octane-3-carboxamide FC1([C@H]2[C@@H](N([C@@H](C1)CC2)C(=O)C=2NC1=CC=CC(=C1C2)OC)C(=O)N[C@@H](/C=C\2/C(OCC2)=O)C[C@@H]2C(NCC2)=O)F